5-((3-chlorobenzyl)amino)-2,3-dioxo-2,3-dihydro-1H-pyrrolo[3,2-c]isoquinoline-7-carboxylic acid ClC=1C=C(CNC2=NC3=C(C=4C=CC(=CC24)C(=O)O)NC(C3=O)=O)C=CC1